phosphoric acid, diphenyl ester P(OC1=CC=CC=C1)(OC1=CC=CC=C1)([O-])=O